C(CCCCCCCC)N1OCCC1=O Nonylisoxazolidinone